N-(4-fluoro-5-(((2S,4R)-2-methyl-4-(pyrazolo[1,5-a]pyrimidin-5-yloxy)pyrrolidin-1-yl)methyl)thiazol-2-yl)acetamide FC=1N=C(SC1CN1[C@H](C[C@H](C1)OC1=NC=2N(C=C1)N=CC2)C)NC(C)=O